NC(C(=O)N)=COCCCO (S)-2-amino-3-(3-hydroxypropoxy)propenamide